CN1N=CC(=C1)C1=NC=CC(=C1)OC=1C=C2C(N(C=NC2=CC1)CC1=CC(=CC=C1)C(F)(F)F)=O 6-{[2-(1-methylpyrazol-4-yl)-4-pyridyl]oxy}-3-{[3-(trifluoromethyl)phenyl]methyl}quinazolin-4-one